tert.-butyl perbenzoat C1=CC=CC=C1C(=O)OOC(C)(C)C